4-((3aS,4R,6aR)-4-(ethoxycarbonyl)octahydropyrrolo[2,3-c]pyrrol-4-yl)butylboronic acid dihydrochloride Cl.Cl.C(C)OC(=O)[C@]1([C@@H]2[C@H](CN1)NCC2)CCCCB(O)O